N(=[N+]=[N-])[C@](C)(CC)C1=CN=C(C2=CN=C(C=C12)Cl)OC(C)CC(C)(S(=O)(=O)C)C 4-((R)-2-Azidobutan-2-yl)-6-chloro-1-((4-methyl-4-(methylsulfonyl)pentan-2-yl)oxy)-2,7-naphthyridine